[(7R)-7-ethyl-7-hydroxy-5H,6H-cyclopenta[b]pyridin-2-yl]amino-2-[(1,1,2-trimethyl-3,4-dihydroisoquinolin-6-yl)amino]pyrimidine-5-carbonitrile C(C)[C@]1(CCC=2C1=NC(=CC2)NC2=NC(=NC=C2C#N)NC=2C=C1CCN(C(C1=CC2)(C)C)C)O